C1(CC1)C1=NN(C=C1C(=O)NC1=CC(=C(C=C1)C=O)OC(F)F)C(F)(F)F 3-cyclopropyl-N-[3-(difluoromethoxy)-4-formylphenyl]-1-(trifluoromethyl)-1H-pyrazole-4-carboxamide